ClC1=C(OCC=2OC(=CN2)C(=O)N2C[C@@H](N(CC2)C(=O)OC(C)(C)C)C)C=CC(=C1)Cl tert-Butyl (S)-4-(2-((2,4-dichlorophenoxy)methyl)oxazole-5-carbonyl)-2-methylpiperazine-1-carboxylate